C1(CC1)[N+]#[C-] CYCLOPROPYL ISOCYANIDE